C(=O)(O)C1=C(C=C(C=C1)C1CCC(CC1)(C)C)NC(=O)C1=CC=C(C=C1)F 2-{[2-carboxy-5-(4,4-dimethylcyclohexyl)phenyl]carbamoyl}-5-fluorobenzene